C(C1=CC=CC=C1)(=O)NC=1C=2N=CN([C@H]3C[C@H](OCSC)[C@@H](CO[Si](C)(C)C(C)(C)C)O3)C2N=CN1 N6-benzoyl-3'-O-(methylthiomethyl)-5'-O-(tert-butyldimethylsilyl)-2'-deoxyadenosine